Rel-5-[[2-[(2R,5S)-2-(6-isoquinolyl)-5-methyl-1-piperidyl]-2-oxo-acetyl]amino]-2-methoxy-pyridine-3-carboxamide C1=NC=CC2=CC(=CC=C12)[C@@H]1N(C[C@H](CC1)C)C(C(=O)NC=1C=C(C(=NC1)OC)C(=O)N)=O |o1:10,13|